1,4-bis(hydroxy-methyl)cyclohexane OCC1CCC(CC1)CO